BrC1=C2N=C(C(NC2=CC(=C1)F)=O)OC[C@H]1NCCOC1 5-bromo-7-fluoro-3-[[(3S)-morpholin-3-yl]methoxy]-1H-quinoxalin-2-one